N,N-dibenzyl-2-(4-methoxy-1H-indol-3-yl)ethylamine C(C1=CC=CC=C1)N(CC1=CC=CC=C1)CCC1=CNC2=CC=CC(=C12)OC